(5-(2-(diphenylcarbamoyl)-4-fluorophenoxy)pyrimidin-4-yl)-2,7-diazaspiro[3.5]nonane-7-carboxylic acid tert-butyl ester C(C)(C)(C)OC(=O)N1CCC2(CNC2C2=NC=NC=C2OC2=C(C=C(C=C2)F)C(N(C2=CC=CC=C2)C2=CC=CC=C2)=O)CC1